N-(4-((3-chloro-4-(pyridin-2-ylmethoxy)phenyl)amino)-7-((1-methylazetidin-3-yl)methoxy)quinazolin-6-yl)Acrylamide ClC=1C=C(C=CC1OCC1=NC=CC=C1)NC1=NC=NC2=CC(=C(C=C12)NC(C=C)=O)OCC1CN(C1)C